OCC1CC=C(CC1)N1C(N=C(C=C1)NC(=O)N1CCN(CC1)C(C(C)(C)NC(OC(C)(C)C)=O)=O)=O tert-butyl (1-(4-((1-(4-(hydroxymethyl)cyclohex-1-en-1-yl)-2-oxo-1,2-dihydropyrimidin-4-yl)carbamoyl)piperazin-1-yl)-2-methyl-1-oxopropan-2-yl)carbamate